N1(N=CC=C1)CC=1C(=C(C2=CC=CC=C2C1)C=1C=NC=2N(C1)N=CC2C2=NN=NN2)C 6-(3-((1H-pyrazol-1-yl)methyl)-2-methylnaphthalen-1-yl)-3-(1H-tetrazol-5-yl)pyrazolo[1,5-a]pyrimidine